(S)-6-Methyl-N-(pyridin-2-yl)-7,8-dihydro-6H-cyclopenta[e][1,2,4]triazolo[4,3-a]pyridine-4-carboxamide C[C@H]1CCC2=C1C=C(C=1N2C=NN1)C(=O)NC1=NC=CC=C1